BrC=1C=C(C=CC1F)NC(=NO)C=1C(=NON1)SCCP(OC1=CC=CC=C1)(OC1=CC=CC=C1)=O diphenyl [2-({4-[N-(3-bromo-4-fluorophenyl)-N'-hydroxycarbamimidoyl]-1,2,5-oxadiazol-3-yl} sulfanyl)ethyl]phosphonate